butyl 4-(2-fluoro-5-methoxy-4-nitrophenyl)piperazine-1-carboxylate FC1=C(C=C(C(=C1)[N+](=O)[O-])OC)N1CCN(CC1)C(=O)OCCCC